ClC1=NC=C(C(=C1)N[C@@H]1C[C@@H](CC1)CO)C1=NN(C=C1)C(F)F ((1R,3S)-3-((2-Chloro-5-(1-(difluoromethyl)-1H-pyrazol-3-yl)pyridin-4-yl)amino)cyclopentyl)methanol